N(=[N+]=[N-])CCC=1C(=NC2=CC(=CC(=C2C1)OC)F)Cl 3-(2-Azidoethyl)-2-chloro-7-fluoro-5-methoxyquinoline